N1C(=NC=C1)C=1C=C(C=CC1)NC(=O)C1C(=NN(C1=O)C1=CC=C(C=C1)OC)C N-[3-(1H-imidazol-2-yl)phenyl]-1-(4-methoxyphenyl)-3-methyl-5-oxo-4H-pyrazole-4-carboxamide